C1(=CC=CC=C1)NC=CN(C=O)C(C)C1=CC=CC=C1 N-(2-(phenylamino)vinyl)-N-(1-phenylethyl)carboxamide